[SiH2]=[SiH][SiH3] trisilene